2-(4-cyclobutylphenyl)acetic acid C1(CCC1)C1=CC=C(C=C1)CC(=O)O